(5-((S)-5-methyl-3,4,5,6-tetrahydropyridin-2-yl)benzo[d]thiazol-2-yl)propan-2-amine C[C@H]1CCC(=NC1)C=1C=CC2=C(N=C(S2)CC(C)N)C1